OC1(CN(C1)C(C)C)C#CC1=CC2=C(OC[C@@H](C(N2C)=O)NC(C2=NC=CC(=C2)OC2=CC=CC=C2)=O)C=C1 (S)-N-(7-((3-hydroxy-1-isopropylazetidin-3-yl)ethynyl)-5-methyl-4-oxo-2,3,4,5-tetrahydrobenzo[b][1,4]oxazepin-3-yl)-4-phenoxypicolinamide